ethyl-2-(4-bromo-1-{[2-(trimethylsilyl) ethoxy] methyl}-2-pyrrolylcarbonylamino)-5,5-dimethyl-3-hexenoate C(C)OC(C(C=CC(C)(C)C)NC(=O)C=1N(C=C(C1)Br)COCC[Si](C)(C)C)=O